C(C)(C)(C)OC(=O)N1CC(C1)(F)COC(=O)N1CCC(CC1)NC1=CC(=NC=2N1N=CC2C(C)C)Cl (1-(tert-butoxycarbonyl)-3-fluoroazetidin-3-yl)methyl-4-((5-chloro-3-isopropylpyrazolo[1,5-a]pyrimidin-7-yl)amino)piperidine-1-carboxylate